C(C)(C)(C)OC(=O)NCCN(CCC(=O)OCC)C=1C=NN2C1N=CC(=C2)C=2C=NN(C2)C ethyl 3-((2-((tert-butoxycarbonyl)amino)ethyl)(6-(1-methyl-1H-pyrazol-4-yl)pyrazolo[1,5-a]pyrimidin-3-yl)amino)propanoate